N[C@H](C)C1=C(C=C(C#N)C=C1)F 4-[(1R)-1-aminoethyl]-3-fluorobenzonitrile